(S)-N-(5-((3-(3-oxo-9-azaspiro[5.5]undec-9-yl)phenyl)ethynyl)-2-(3,4-dimethylpiperazin-1-yl)phenyl)-6-oxo-4-(trifluoromethyl)-1,6-dihydropyridine-3-carboxamide O=C1CCC2(CC1)CCN(CC2)C=2C=C(C=CC2)C#CC=2C=CC(=C(C2)NC(=O)C2=CNC(C=C2C(F)(F)F)=O)N2C[C@@H](N(CC2)C)C